(S)-6-(1-amino-1,3-dihydrospiro[indene-2,4'-piperidin]-1'-yl)-3-(1-(2-(trifluoromethoxy)phenyl)cyclopropyl)-1,5-dihydro-4H-pyrazolo[3,4-d]pyrimidin-4-one N[C@@H]1C2=CC=CC=C2CC12CCN(CC2)C=2NC(C1=C(N2)NN=C1C1(CC1)C1=C(C=CC=C1)OC(F)(F)F)=O